FC1=CC=C(C=C1)CC/N=C/1\CCCC=2C3=CC(=CC=C3NC12)F (E)-N-(4-fluorophenylethyl)-6-fluoro-2,3,4,9-tetrahydro-1H-carbazole-1-imine